C(CC)N(C(=O)C=1C=NN(C1C)C(C)C(C)SC)C1=CN=NC=C1 N-propyl-N-(pyridazin-4-yl)-1-(3-(methylthio)butan-2-yl)-5-methyl-1H-pyrazole-4-carboxamide